N1N=CC2=C(C=CC=C12)C1=C2C=NC(C2=C(C=C1)C1=NC2=C(N1)C=CC(=C2)N2CCN(CC2)C)=O 4-(1H-indazol-4-yl)-7-(5-(4-methylpiperazin-1-yl)-1H-benzo[d]imidazol-2-yl)isoindol-1-one